spiro[2H-indol-2,3'-[3H]naphtho[2,1-B][1,4]oxazine] N=1C2=C(OC3(C1)N=C1C=CC=CC1=C3)C=CC3=CC=CC=C32